(triphenylphosphine) ruthenium (II) [Ru+2].C1(=CC=CC=C1)P(C1=CC=CC=C1)C1=CC=CC=C1